PerfluorotetradecaneSulfonic Acid FC(C(C(C(C(C(C(C(C(C(C(C(C(C(F)(F)F)(F)F)(F)F)(F)F)(F)F)(F)F)(F)F)(F)F)(F)F)(F)F)(F)F)(F)F)(F)F)(S(=O)(=O)O)F